(S*)-1-(10,11-dihydrobenzo[6,7]oxepino[3,2-b]pyridin-11-yl)-N-methylmethanamine N1=C2C(=CC=C1)OC1=C(C[C@H]2CNC)C=CC=C1 |o1:10|